tert-butyl N-(2-{2-[2-({[5-(4-cyanophenyl)-4-(1-methylpyrazol-4-yl)-1-[2-(1-methylpyrazol-4-yl)ethyl]imidazol-2-yl]methyl}amino)ethoxy]ethoxy}ethyl)carbamate C(#N)C1=CC=C(C=C1)C1=C(N=C(N1CCC=1C=NN(C1)C)CNCCOCCOCCNC(OC(C)(C)C)=O)C=1C=NN(C1)C